(Z)-3-hexenoic acid methyl ester COC(C\C=C/CC)=O